(1S,2R)-3,3-bis(fluoromethyl)-2-((R)-5H-imidazo[5,1-a]isoindol-5-yl)cyclobutane-1-ol FCC1([C@@H]([C@H](C1)O)[C@H]1N2C(C3=CC=CC=C13)=CN=C2)CF